CN(CCNCCOC1=C(C=CC=C1)C1=NC=NC(=C1)C)C 4-(2-(2-(2-(dimethylamino)ethylamino)ethoxy)phenyl)-6-methylpyrimidin